methyl 6-(3-ethynylphenoxy)pyridine-3-carboxylate C(#C)C=1C=C(OC2=CC=C(C=N2)C(=O)OC)C=CC1